methyl 4-(6-(3-(4-methoxybenzyl)ureido)spiro[3.3]heptane-2-carbonyl)piperazine-1-carboxylate COC1=CC=C(CNC(NC2CC3(CC(C3)C(=O)N3CCN(CC3)C(=O)OC)C2)=O)C=C1